methyl (1S,3S)-3-((6-(5-((5-(cyclopropylmethyl)-1H-tetrazol-1-yl)methyl)-1-methyl-1H-1,2,3-triazol-4-yl)-2-methylpyridin-3-yl)oxy)cyclohexane-1-carboxylate C1(CC1)CC1=NN=NN1CC1=C(N=NN1C)C1=CC=C(C(=N1)C)O[C@@H]1C[C@H](CCC1)C(=O)OC